2,4-Dioxo-3-(4-chlorobenzyl)-N-phenyl-1,2,3,4-tetrahydropyrimidine-5-carboxamide O=C1NC=C(C(N1CC1=CC=C(C=C1)Cl)=O)C(=O)NC1=CC=CC=C1